5-[(2E)-3-(4-methylphenyl)prop-2-enoyl]-6-hydroxy-1,3-dimethyl-2-methylidene-1,2,3,4-tetrahydropyrimidin-4-one CC1=CC=C(C=C1)/C=C/C(=O)C=1C(N(C(N(C1O)C)=C)C)=O